Cl.CN1C=C(C[C@@H](NC([C@H](N)CC2=CN(C3=CC=CC=C23)C)=O)C(=O)O)C2=CC=CC=C12 1-methyl-Nα-(1-methyl-D-tryptophyl)-D-tryptophan hydrochloride